(R)-N-(5-fluoroquinolin-6-yl)-7-(1-methyl-1H-pyrazol-4-yl)-5-(1-(tetrahydro-2H-pyran-4-yl)ethoxy)quinazolin-4-amine FC1=C2C=CC=NC2=CC=C1NC1=NC=NC2=CC(=CC(=C12)O[C@H](C)C1CCOCC1)C=1C=NN(C1)C